N-octadecyl-N-methyl-N,N-bis(3-trimethoxysilylpropyl)ammonium chloride [Cl-].C(CCCCCCCCCCCCCCCCC)[N+](CCC[Si](OC)(OC)OC)(CCC[Si](OC)(OC)OC)C